tert-butyl (4-chloro-2-hydroxyphenyl)carbamate ClC1=CC(=C(C=C1)NC(OC(C)(C)C)=O)O